FC=1C=C(C=C(C1)F)C1=CC(=NC(=C1F)C)C1=NOC(=N1)C1=NC=C(C=C1)F 3-(4-(3,5-difluorophenyl)-5-fluoro-6-methylpyridin-2-yl)-5-(5-fluoropyridin-2-yl)-1,2,4-oxadiazole